maleate HCl Cl.C(\C=C/C(=O)O)(=O)O